ClC1=C(C=CC=C1C)N1C(=NC(=CC1=O)O)C 3-(Ra)-(2-chloro-3-methylphenyl)-6-hydroxy-2-methylpyrimidin-4(3H)-one